(R)-2-allyl-1-(7-ethyl-7-hydroxy-6,7-dihydro-5H-cyclopenta[b]pyridin-2-yl)-6-((4-(3-hydroxypropyl)phenyl)amino)-1,2-dihydro-3H-pyrazolo[3,4-d]pyrimidin-3-one C(C=C)N1N(C2=NC(=NC=C2C1=O)NC1=CC=C(C=C1)CCCO)C1=CC=C2C(=N1)[C@@](CC2)(O)CC